(R)-1-(4-((5-(1-(3,3-difluoropropyl)-1H-benzo[d][1,2,3]triazol-6-yl)-4-methoxypyrrolo[2,1-f][1,2,4]triazin-2-yl)amino)-3,3-difluoropiperidin-1-yl)ethan-1-one FC(CCN1N=NC2=C1C=C(C=C2)C=2C=CN1N=C(N=C(C12)OC)N[C@H]1C(CN(CC1)C(C)=O)(F)F)F